3-cyano-N,N-dimethyl-5,6,7,8-tetrahydro-4H-pyrazolo[1,5-a][1,4]diazepine-2-carboxamide C(#N)C=1C(=NN2C1CNCCC2)C(=O)N(C)C